3-((Benzyloxy)methyl)-4-ethyl-1-(7-fluoro-2-hydroxy-4-(1,1,1-trifluoropropan-2-yl)quinolin-6-yl)-1H-1,2,4-triazol-5(4H)-one C(C1=CC=CC=C1)OCC1=NN(C(N1CC)=O)C=1C=C2C(=CC(=NC2=CC1F)O)C(C(F)(F)F)C